cobalt 2,5-dihydroxyterephthalate OC1=C(C(=O)[O-])C=C(C(=C1)C(=O)[O-])O.[Co+2]